5-fluoro-(4-chlorophenyl)-2H-indazole FC1=CC2=CN(N=C2C=C1)C1=CC=C(C=C1)Cl